1-(3,5-difluoropyridin-2-yl)methanamine dihydrochloride Cl.Cl.FC=1C(=NC=C(C1)F)CN